ClC=1C=NC(=NC1)N1CCN(CC1)CCN(C(OC(C)(C)C)=O)C tert-butyl (2-(4-(5-chloropyrimidin-2-yl)piperazin-1-yl)ethyl)(methyl)carbamate